(3R,3'S,4'R,5'S)-1-benzyl-4'-(4-bromophenyl)-2-oxo-5'-(trifluoromethyl)spiro[indoline-3,2'-pyrrolidine]-3'-formaldehyde C(C1=CC=CC=C1)N1C([C@]2(N[C@@H]([C@H]([C@@H]2C=O)C2=CC=C(C=C2)Br)C(F)(F)F)C2=CC=CC=C12)=O